5-bromo-N-(2,4-dimethoxybenzyl)-4-fluoroisoquinolin-1-amine BrC1=C2C(=CN=C(C2=CC=C1)NCC1=C(C=C(C=C1)OC)OC)F